3-((4-(difluoromethoxy)benzyl)oxy)azetidine trifluoroacetate FC(C(=O)O)(F)F.FC(OC1=CC=C(COC2CNC2)C=C1)F